CN1C2=C(C3=CC=CC=C13)C=C(S2)C(=O)N[C@H](C)C2=CC=C(C(=O)N1[C@@H](CCC1)C(=O)O)C=C2 (4-((R)-1-(8-methyl-8H-thieno[2,3-b]indole-2-carboxamido)ethyl)benzoyl)-L-proline